C(C)(C)(C)OC(=O)N1C2CN(CC1CC2)CC2=C(N=C1N2C=CC=C1)C=1C=NC(=CC1)C(C)C tert.-Butyl-3-{[2-(6-isopropylpyridin-3-yl)-imidazo[1,2-a]pyridin-3-yl]methyl}-3,8-diazabicyclo[3.2.1]octan-8-carboxylat